deoxy-(3'S)-fluoro-guanosine F[C@@]1(C[C@H](O)[C@@H](CO)O1)N1C=NC=2C(=O)NC(N)=NC12